N-(2-(4-(1H-indol-3-yl)piperidin-1-yl)ethyl)-4-butoxybenzenesulfonamide N1C=C(C2=CC=CC=C12)C1CCN(CC1)CCNS(=O)(=O)C1=CC=C(C=C1)OCCCC